4-(5-Fluoropyrimidin-2-yl)-1-methyl-5-(methyl-d3)-1H-pyrazole-3-carboxylic acid FC=1C=NC(=NC1)C=1C(=NN(C1C([2H])([2H])[2H])C)C(=O)O